4,4'-bis(4-aminophenoxy)phenyl-1,3-bis[4-(4-aminophenoxy)phenyl]benzene NC1=CC=C(OC2=CC=C(C=C2)C2=C(C=CC=C2C2=CCC(C=C2)(OC2=CC=C(C=C2)N)OC2=CC=C(C=C2)N)C2=CC=C(C=C2)OC2=CC=C(C=C2)N)C=C1